C(CCC)C1N(S(C2=C(N(C1)C1=CC=CC=C1)C=C(C(=C2)C=2C=C(C(=O)OC)C=CC2)F)(=O)=O)C methyl 3-(3-butyl-7-fluoro-2-methyl-1,1-dioxido-5-phenyl-2,3,4,5-tetrahydrobenzo[f][1,2,5]thiadiazepin-8-yl)benzoate